azepan disodium phosphate P(=O)([O-])([O-])O.[Na+].[Na+].N1CCCCCC1